C(C1=CC=CC=C1)N1CCC(CC1)(F)C=1C=C2C(N(C(C2=CC1)=O)C1C(NC(CC1)=O)=O)=O 5-(1-benzyl-4-fluoropiperidin-4-yl)-2-(2,6-dioxopiperidin-3-yl)isoindoline-1,3-dione